N=1C=C(N2C1C=CC=C2)C(=O)N2CC1=C(CC2)C(=CS1)C(=O)NC1=CC(=CC(=C1)C(F)(F)F)N1C=NC(=C1)C 6-(imidazo[1,2-a]pyridine-3-carbonyl)-N-(3-(4-methyl-1H-imidazol-1-yl)-5-(trifluoromethyl)phenyl)-4,5,6,7-tetrahydrothieno[2,3-c]pyridine-3-carboxamide